C([C@@H]1[C@@H]([C@@H]([C@H]([C@@H](O1)OC[C@@H]2[C@H]([C@@H]([C@H]([C@H](O2)O[C@@H]3[C@@H]([C@H]([C@@H]([C@H](O3)CO)O)O)O)O)O)O)O)O)O)O The molecule is a trisaccharide consisting of a beta-D-galactopyranose residue and two alpha-D-glucopyranose residues joined in sequence by (1->6) and (1->1) glycosidic bonds. It derives from an alpha,alpha-trehalose and an alpha-allolactose.